O=C1NC(CCC1N1C(C2=CC=CC(=C2C1=O)NCCCCCNC(C)=O)=O)=O N-(5-((2-(2,6-dioxopiperidin-3-yl)-1,3-dioxoisoindolin-4-yl)amino)pentyl)acetamide